5-(2-cyclopropylphenyl)spiro[indene-1,3'-pyrrolidine]-3,5'(2H)-dione C1(CC1)C1=C(C=CC=C1)C=1C=C2C(CC3(CNC(C3)=O)C2=CC1)=O